CC=1C=CC=C2C=CC=C(C12)N1CC=2N=C(N=C(C2CC1)N1C[C@@H](N(CC1)C(\C=C\CN1CCOCC1)=O)CC#N)OC[C@H]1N(CCC1)C 2-[(2S)-4-[7-(8-methyl-1-naphthyl)-2-[[(2S)-1-methylpyrrolidin-2-yl]methoxy]-6,8-dihydro-5H-pyrido[3,4-d]pyrimidin-4-yl]-1-[(E)-4-morpholinobut-2-enoyl]piperazin-2-yl]acetonitrile